2-((2-Fluoro-4-chlorophenyl)amino)-N-(1-methyl-3-(trifluoromethyl)-1H-pyrazol-5-yl)benzamide FC1=C(C=CC(=C1)Cl)NC1=C(C(=O)NC2=CC(=NN2C)C(F)(F)F)C=CC=C1